O[C@@H]1C[C@H](N(C1)C(C(C(C)C)N1N=CC(=C1)C)=O)C(=O)O (2S,4R)-4-hydroxy-1-(3-methyl-2-(4-methyl-1H-pyrazol-1-yl)butanoyl)pyrrolidine-2-carboxylic acid